(2-(2-(3-(2-bromo-6-methoxypyridin-3-yl)-4-oxo-6-(trifluoromethyl)-3,4-dihydroquinazolin-1(2H)-yl)-5-fluorophenoxy)ethyl)-carbamic acid tert-butyl ester C(C)(C)(C)OC(NCCOC1=C(C=CC(=C1)F)N1CN(C(C2=CC(=CC=C12)C(F)(F)F)=O)C=1C(=NC(=CC1)OC)Br)=O